NC1CC(C1)OC[C@H]1C(NCC(O[C@@H]([C@H](C(N([C@H](C(N[C@H](C(N[C@H](C(N1)=O)CN)=O)C1CCCCC1)=O)CC(C)C)C)=O)C)CCCCCC)=O)=O (6S,9S,12S,15S,18R,19R)-6-[(3-aminocyclobutoxy)methyl]-9-(aminomethyl)-12-cyclohexyl-19-hexyl-15-isobutyl-16,18-dimethyl-1-oxa-4,7,10,13,16-pentazacyclononadecane-2,5,8,11,14,17-hexone